C1(CCCCC1)SC1=CC=CC=C1 cyclohexylthiobenzene